FC(C(=O)O)(F)F.C(N)(=O)C1=NN(C=C1NC(=O)C=1C=NN2C1N=C(C=C2)NC2CCCCC2)C N-(3-carbamoyl-1-methyl-1H-pyrazol-4-yl)-5-(cyclohexylamino)pyrazolo[1,5-a]pyrimidine-3-carboxamide trifluoroacetate